6-chloro-4-propylpyridazin-3(2H)-one ClC=1C=C(C(NN1)=O)CCC